C(C)(=O)OOC1=C(C=C(C=C1)CN1N=CN(C1=O)C1=CC=C(C=C1)C(F)(F)F)C 2-methyl-4-((5-oxo-4-(4-(trifluoromethyl)phenyl)-4,5-dihydro-1H-1,2,4-triazol-1-yl)methyl)phenoxy acetate